Mono-Tert-Butyl Suberate C(CCCCCCC(=O)[O-])(=O)OC(C)(C)C